(E,E)-1,5-Cyclooctadiene C/1=C\CC\C=C\CC1